[Si](C)(C)(C(C)(C)C)OC1=C(CC2=C(C=O)C=CC=C2)C=CC=C1 2-(2-(tert-butyldimethylsilyloxy)benzyl)benzaldehyde